COC1=CC=C(C=C1)\C=C\C (E)-1-methoxy-4-(prop-1-en-1-yl)benzene